4'-((2S,6S)-4-acryloyl-6-methylmorpholin-2-yl)-6'-chloro-N-methyl-[2,2'-bipyridine]-4-carboxamide C(C=C)(=O)N1C[C@@H](O[C@H](C1)C)C1=CC(=NC(=C1)Cl)C1=NC=CC(=C1)C(=O)NC